BrC=1C=C2C(=CN1)N(C=C2C=2C=NN(C2)COCC[Si](C)(C)C)CCC 5-bromo-1-propyl-3-(1-((2-(trimethylsilyl)ethoxy)methyl)-1H-pyrazol-4-yl)-1H-pyrrolo[2,3-c]pyridine